[NH4+].[Sb+3].[Mo+4] molybdenum antimony ammonium